ClC1=CC(=C(CN2C(NC(C3=C2C=CN3)=O)=S)C=C1)[C@H]1NCCC1 (S)-1-(4-Chloro-2-(pyrrolidin-2-yl)benzyl)-2-thioxo-1,2,3,5-tetrahydro-4H-pyrrolo[3,2-d]pyrimidin-4-one